C1(CCC1)NC(=O)NC1=NC2=C(N1)C=CC(=C2)C2=C(C=CC(=C2)CC2=NNC(C1=CC=CC=C21)=O)F Cyclobutyl-3-(5-(2-fluoro-5-((4-oxo-3,4-dihydrophthalazin-1-yl)methyl)phenyl)-1H-benzoimidazol-2-yl)urea